[Zn].[Ag].[Al] aluminum-silver-zinc